C(=O)OC=O monomethoyl ether